2-((R)-1,2-dihydroxypropan-2-yl)-N'-((3,3-dimethyl-1,2,3,5,6,7-hexahydrodicyclopenta[b,e]pyridin-8-yl)carbamoyl)-4-(hydroxymethyl)thiazole-5-sulfonimidamide OC[C@@](C)(O)C=1SC(=C(N1)CO)S(=O)(N)=NC(NC1=C2C(=NC3=C1CCC3)C(CC2)(C)C)=O